4-(4-chlorophenyl)-2-[4-(morpholin-4-yl)butyl]-2,3-dihydropyridazin-3-one ClC1=CC=C(C=C1)C=1C(N(N=CC1)CCCCN1CCOCC1)=O